CC(CC(C)O)(CC(C)C)O 4,6-dimethylheptane-2,4-diol